C1(CC1)N1C=C(C(C2=CC(=C(C(=C12)F)F)F)=O)C(=O)OCC ethyl 1-cyclopropyl-6,7,8-trifluoro-1,4-dihydro-4-oxoquinoline-3-carboxylate